(S)-1-(3,4-dichlorophenyl)-5-(5-(3,5-dimethylisoxazol-4-yl)-1-((1s,4R)-4-hydroxy-4-methylcyclohexyl)-1H-benzo[d]imidazol-2-yl)pyrrolidin-2-one ClC=1C=C(C=CC1Cl)N1C(CC[C@H]1C1=NC2=C(N1C1CCC(CC1)(C)O)C=CC(=C2)C=2C(=NOC2C)C)=O